C[Si](C)(C)C#CC1=C(C=NC=C1)OC[C@H]1N(CCC1)C(=O)OC(C)(C)C tert-butyl (2S)-2-[({4-[(trimethylsilyl)ethynyl]pyridin-3-yl}oxy)methyl]pyrrolidine-1-carboxylate